NC=1C=CC(=C(C1)S(=O)(=O)N)C=1C=NC(=CC1)C 5-amino-2-(6-methylpyridin-3-yl)benzenesulfonamide